O=C1NC(CCC1N1C(C2=CC=CC(=C2C1=O)SCCCCCCN1CCN(CC1)C1=CC=C(C(=O)N2CCC(CC2)CCCCNC(\C=C\C=2C=NC=CC2)=O)C=C1)=O)=O (E)-N-(4-(1-(4-(4-(6-((2-(2,6-dioxopiperidin-3-yl)-1,3-dioxoisoindolin-4-yl)thio)hexyl)piperazin-1-yl)benzoyl)piperidin-4-yl)butyl)-3-(pyridin-3-yl)acrylamide